2-((2-((4-(4-((2-(2,4-dioxotetrahydropyrimidin-1(2H)-yl)-1-oxoisoindolin-5-yl)methyl)piperazin-1-yl)-2-methoxyphenyl)amino)-5-(trifluoromethyl)pyridin-4-yl)amino)-N-methylbenzamide O=C1N(CCC(N1)=O)N1C(C2=CC=C(C=C2C1)CN1CCN(CC1)C1=CC(=C(C=C1)NC1=NC=C(C(=C1)NC1=C(C(=O)NC)C=CC=C1)C(F)(F)F)OC)=O